CC=1N=C(SC1)C(=O)OC1=CC=CC=C1 phenyl (4-methyl-thiazole-2-yl)-carbanate